1-(2-chloro-5-((2R,4R)-2-(2,5-difluorophenyl)pyrrolidin-1-yl)-2-fluoropyrazolo[1,5-a]pyrimidin-3-yl)-3-((1R,2R)-2-hydroxycyclopropyl)thiourea ClC1(NN2C(N=C(C=C2)N2[C@H](CCC2)C2=C(C=CC(=C2)F)F)=C1NC(=S)N[C@H]1[C@@H](C1)O)F